1-[(3S)-3-({4-[(3-methyl-4-{[1,2,4]triazolo[1,5-a]pyridin-7-yloxy}phenyl)amino]pyrido[3,2-d]pyrimidin-6-yl}amino)piperidin-1-yl]prop-2-en-1-one CC=1C=C(C=CC1OC1=CC=2N(C=C1)N=CN2)NC=2C1=C(N=CN2)C=CC(=N1)N[C@@H]1CN(CCC1)C(C=C)=O